C1(CCC1)CNCC=1NC2=CC(=CC=C2C1)CNC(=O)C=1C=NN2C1N=CC=C2 N-((2-(((cyclobutylmethyl)amino)methyl)-1H-indol-6-yl)methyl)pyrazolo[1,5-a]pyrimidine-3-carboxamide